tert-butyl 4-(7-hydroxyquinolin-4-yl)piperazine-1-carboxylate (tert-butyl 4-(7-hydroxyquinolin-4-yl)piperazine-1-carboxylate) C(C)(C)(C)C1N(CCN(C1)C1=CC=NC2=CC(=CC=C12)O)C(=O)O.OC1=CC=C2C(=CC=NC2=C1)N1CCN(CC1)C(=O)OC(C)(C)C